N-[(3R)-2,6-dioxopiperidin-3-yl]-2-methoxybenzamide O=C1NC(CC[C@H]1NC(C1=C(C=CC=C1)OC)=O)=O